methyl 2-(5-(hydroxymethyl)-8-oxothieno[2',3':4,5]pyrrolo[1,2-d][1,2,4]triazin-7(8H)-yl)acetate OCC1=NN(C(C=2N1C1=C(C2)SC=C1)=O)CC(=O)OC